N-[5-[[2-(6,8-dihydro-5H-1,7-naphthyridin-7-yl)acetyl]amino]-2-methyl-3-pyridyl]-6-(1-methylpyrazol-4-yl)triazolo[1,5-a]pyridine-3-carboxamide N1=CC=CC=2CCN(CC12)CC(=O)NC=1C=C(C(=NC1)C)NC(=O)C=1N=NN2C1C=CC(=C2)C=2C=NN(C2)C